FC1=C(COC2=CC=CC(=N2)N2C3CN(CC2CC3)CC3=NC2=C(N3C[C@H]3OCC3)C=C(C=C2)C(=O)O)C=CC(=C1)C 2-((8-(6-((2-fluoro-4-methylbenzyl)oxy)pyridin-2-yl)-3,8-diazabicyclo[3.2.1]octan-3-yl)methyl)-1-(((S)-oxetan-2-yl)methyl)-1H-benzo[d]imidazole-6-carboxylic acid